2-[6-bromo-1-oxo-4-(1,1,1-trifluoropropan-2-yl)phthalazin-2-yl]-N-(5-fluoropyrimidin-4-yl)acetamide BrC=1C=C2C(=NN(C(C2=CC1)=O)CC(=O)NC1=NC=NC=C1F)C(C(F)(F)F)C